4-chloro-6-(2-(4-cyclopropyl-2-(difluoromethyl)-6-fluorophenyl)hydrazineyl)-5-(1,3-dioxolan-2-yl)-2-(2-methoxyethoxy)pyrimidine ClC1=NC(=NC(=C1C1OCCO1)NNC1=C(C=C(C=C1F)C1CC1)C(F)F)OCCOC